4-(1-(3-(3-(2-hydroxyethoxy)-4-methyl-1H-pyrazol-5-yl)-4-methylbenzoyl)azetidin-3-yl)benzonitrile OCCOC1=NNC(=C1C)C=1C=C(C(=O)N2CC(C2)C2=CC=C(C#N)C=C2)C=CC1C